(S)-1-(piperidin-4-yl)ethan-1-ol hydrochloride Cl.N1CCC(CC1)[C@H](C)O